C(C)N(C1=NC=NC2=CC(=CC=C12)F)/N=C/C=1C=CC2=C(CON2O)C1 N-ethyl-7-fluoro-N-[(E)-(1-hydroxy-3H-2,1-benzoxazolin-5-yl)methyleneamino]quinazolin-4-amine